[Au+3].[O-2].[Zn+2].[Pb+2] lead-zinc oxide gold